C(C=C)(=O)N1CCC(CC1)NC=1C=C2C(=NC=NC2=CC1OC)NC1=C(C=C(OC2=CC(=NC=C2)C(=O)OC)C=C1)F methyl 4-(4-((6-((1-acryloylpiperidin-4-yl)amino)-7-methoxyquinazolin-4-yl)amino)-3-fluorophenoxy)picolinate